ClC=1C=C(C=C(C1OC1=CNC(C(=C1)C(C)C)=O)Cl)C=1C(NC(N(N1)C)=O)=O 6-(3,5-dichloro-4-((5-isopropyl-6-oxo-1,6-dihydropyridin-3-yl)oxy)phenyl)-2-methyl-1,2,4-triazine-3,5(2h,4h)-dione